O=C1NC(CCC1NC(=O)C1=C(SC(=C1)C1=CC=CC=C1)OC)=O N-(2,6-dioxopiperidin-3-yl)-2-methoxy-5-phenylthiophene-3-carboxamide